F[C@H]1[C@H](C1)N1C(C(=CC=C1)NC(=O)C=1C(=NC=2N(C1)C=C(N2)C21COC(C2)(C1)C)OC(C)C)=O N-(1-((1S,2R)-2-fluorocyclopropyl)-2-oxo-1,2-dihydropyridin-3-yl)-7-isopropoxy-2-(1-methyl-2-oxabicyclo[2.1.1]hexan-4-yl)imidazo[1,2-a]pyrimidine-6-carboxamide